(E)-2-(pyridylvinyl)-quinoline N1=C(C=CC=C1)/C=C/C1=NC2=CC=CC=C2C=C1